N-(3-bromopyridin-4-yl)tetrahydro-2H-pyran-4-carboxamide BrC=1C=NC=CC1NC(=O)C1CCOCC1